ClC(OC1=CC=C(C=C1)[N+](=O)[O-])Cl 1-(dichloromethoxy)-4-nitrobenzene